N-(4-bromo-3-methyl-phenyl)-terephthalamic acid BrC1=C(C=C(C=C1)NC(C1=CC=C(C(=O)O)C=C1)=O)C